CO[Si](CCCCNCCCC[Si](OC)(OC)OC)(OC)OC bis(4-trimethoxysilylbutyl)amine